(R)-N-(1-(3-(8-methyl-5-(methylamino)-8H-imidazo[4,5-d]thiazolo[5,4-b]pyridin-2-yl)phenyl)ethyl)-2-(methylsulfonyl)benzamide CN1C=NC=2C1=C1C(=NC2NC)SC(=N1)C=1C=C(C=CC1)[C@@H](C)NC(C1=C(C=CC=C1)S(=O)(=O)C)=O